3,5-difluoro-N-(2-fluoroethyl)aniline FC=1C=C(NCCF)C=C(C1)F